2,3,5,6-tetramethylpyrazine-1-oxide CC1=[N+](C(=C(N=C1C)C)C)[O-]